N1N=CN=C1C=1C=C(C=NC1)C=1C=C(C=CC1OC)O 3-(5-(1H-1,2,4-triazol-5-yl)pyridin-3-yl)-4-methoxyphenol